(1R)-2-[(6-{2-[(2,6-dichlorobenzyl)oxy]ethoxy}hexyl)amino]-1-(2,2-dimethyl-4H-1,3-benzodioxin-6-yl)ethanol ClC1=C(COCCOCCCCCCNC[C@H](O)C2=CC3=C(OC(OC3)(C)C)C=C2)C(=CC=C1)Cl